CS(=O)(=O)OC(C)C1=CC(=CC=2C(N(C3=NC(=CC=C3C21)F)C)=O)C 1-(3-Fluoro-5,8-dimethyl-6-oxo-benzo[c][1,8]naphthyridin-10-yl)ethyl methanesulfonate